C(C1=CC(O)=C(O)C(O)=C1)(=O)C(=O)[C@](O)([C@@H](O)[C@](O)([C@H](O)C(O)C(C1=CC(O)=C(O)C(O)=C1)=O)C(C1=CC(O)=C(O)C(O)=C1)=O)C(C1=CC(O)=C(O)C(O)=C1)=O 1,2,4,6-tetragalloyl-glucose